C(CCC)C=1C=C(S(=O)(=O)[O-])C=CC1C 3-butyltosylate